8-chloro-2-{1-[(1-methoxycyclopropyl)methyl]-1H-pyrazol-4-yl}-7-[(2-methyl-1H-1,3-benzodiazol-6-yl)oxy]quinoxaline ClC=1C(=CC=C2N=CC(=NC12)C=1C=NN(C1)CC1(CC1)OC)OC=1C=CC2=C(NC(=N2)C)C1